2-Methylbicyclo[2.2.1]-5-hepten CC1C2C=CC(C1)C2